ClC=1C=C(C(=C(C1)O)C1=CC=C2C(=N1)N=C(O2)N[C@H]2CNCCC2)C 5-Chloro-3-methyl-2-[2-[[(3R)-3-piperidyl]amino]oxazolo[4,5-b]pyridin-5-yl]phenol